C(=CC1=CC=CC=C1)S(=O)(=O)[O-].[Na+] sodium styrenesulfonate